C1(=CC=CC=C1)CCC=C 4-phenylbutene